ClC(C(C(=O)O)(CCCC)CCCC)(C)Cl dichloro-dibutyl-butyric acid